C(C)(C)(C)OC(=O)N1CC(C1)N(C)C1=NC(=NC2=C(C(=C(C=C12)Cl)Br)F)Cl 3-((7-bromo-2,6-dichloro-8-fluoroquinazolin-4-yl)(methyl)amino)azetidine-1-carboxylic acid tert-butyl ester